1-(4-(2,3-dimethylphenyl)piperazin-1-yl)-2-(3-((3S,4S)-3-fluoro-4-hydroxypiperidine-1-carbonyl)-5-hydroxy-5,6-dihydrocyclopenta[c]pyrazol-1(4H)-yl)ethan-1-one CC1=C(C=CC=C1C)N1CCN(CC1)C(CN1N=C(C2=C1CC(C2)O)C(=O)N2C[C@@H]([C@H](CC2)O)F)=O